BrC=1C=CC=2CC3C(N4N(C3CO)C(CC4(C)C)=O)C2C1 6-Bromo-10-(hydroxymethyl)-3,3-dimethyl-2,3,4a,9,9a,10-hexahydro-1H-indeno[1,2-c]pyrazolo[1,2-a]pyrazol-1-one